N-(4-((3S,5R)-3-amino-5-methylpiperidin-1-yl)-6-(dimethylamino)pyridin-3-yl)-2,2',6,6'-Tetrafluoro-[1,1'-biphenyl]-3-carboxamide dihydrochloride Cl.Cl.N[C@@H]1CN(C[C@@H](C1)C)C1=C(C=NC(=C1)N(C)C)NC(=O)C=1C(=C(C(=CC1)F)C1=C(C=CC=C1F)F)F